CCCCCCCCCCCCOS(=O)(=O)C1=CC=CC=C1.C(CO)NCCO dodecylbenzenesulfonic acid diethanolamine salt